ClC=1C=CC(=C(C1)S(=O)(=O)N1CCC2=C(C=C(C=C12)C(=O)NC1=CC(=C(C(=O)O)C=C1)F)C)OC 4-{[1-(5-Chloro-2-methoxy-benzenesulfonyl)-4-methyl-2,3-dihydro-1H-indole-6-carbonyl]-amino}-2-fluoro-benzoic acid